4-hydroxy-1-hydroxymethyl-7-phenoxyisoquinoline OC1=CN=C(C2=CC(=CC=C12)OC1=CC=CC=C1)CO